5-bromo-3-(piperidin-1-yl)-1-[(2-(trimethylsilyl)ethoxy)methyl]-pyrazin-2(1H)-one BrC=1N=C(C(N(C1)COCC[Si](C)(C)C)=O)N1CCCCC1